4-(1,2-benzisothiazole-3-yl)piperazine S1N=C(C2=C1C=CC=C2)N2CCNCC2